C(C)(C)(C)OC(=O)N1C[C@@H]([C@H](C1)N)C(=O)OC(C)(C)C (3s,4r)-4-aminopyrrolidine-1,3-dicarboxylic acid di-tert-butyl ester